(R)-8-fluoro-7-(8-fluoronaphthalen-1-yl)-N-methyl-N-(pyrrolidin-3-yl)-2-((tetrahydro-1H-pyrrolizin-7a(5H)-yl)methoxy)pyrido[4,3-d]pyrimidin-4-amine FC1=C(N=CC2=C1N=C(N=C2N([C@H]2CNCC2)C)OCC21CCCN1CCC2)C2=CC=CC1=CC=CC(=C21)F